fluorenyl-adamantylamino-dimethyltitanium C1(=CC=CC=2C3=CC=CC=C3CC12)[Ti](C)(C)NC12CC3CC(CC(C1)C3)C2